2-(3-fluorobenzoyl)furan-3-carboxylic acid FC=1C=C(C(=O)C=2OC=CC2C(=O)O)C=CC1